N-[3-[3-(4-pyridyl)imidazo[1,2-b]pyridazin-6-yl]phenyl]acetamide N1=CC=C(C=C1)C1=CN=C2N1N=C(C=C2)C=2C=C(C=CC2)NC(C)=O